4-((5-fluoro-2-(1H-pyrrolo[2,3-b]pyridin-3-yl)pyrimidin-4-yl)amino)-1-(ethanesulfonyl)-N-(2,2,2-trifluoroethyl)piperidine-4-carboxamide FC=1C(=NC(=NC1)C1=CNC2=NC=CC=C21)NC2(CCN(CC2)S(=O)(=O)CC)C(=O)NCC(F)(F)F